C1CN(CCC12CCNCC2)CC2=CC(=C(CN1C3=NC(=NC(=C3N=C1O)N)OCC)C=C2)OC 9-(4-((3,9-diazaspiro[5.5]undecan-3-yl)methyl)-2-methoxybenzyl)-6-amino-2-ethoxy-9H-purin-8-ol